CN(C(OC(C)(C)C)=O)CC1CCNCC1 tert-butyl methyl(piperidin-4-ylmethyl)carbamate